(R)-2,2'-((1E,1'E)-([1,1'-Binaphthalene]-2,2'-diylbis(azanylylidene))bis(methanylylidene))bis(8-phenylnaphthalen-1-ol) C1(=C(C=CC2=CC=CC=C12)\N=C\C1=C(C2=C(C=CC=C2C=C1)C1=CC=CC=C1)O)C1=C(C=CC2=CC=CC=C12)\N=C\C1=C(C2=C(C=CC=C2C=C1)C1=CC=CC=C1)O